(1S,3S)-N1-(5-bromo-3-(difluoromethyl)pyridin-2-yl)-N3-(5-(difluoromethoxy)pyrimidin-2-yl)cyclopentane-1,3-diamine BrC=1C=C(C(=NC1)N[C@@H]1C[C@H](CC1)NC1=NC=C(C=N1)OC(F)F)C(F)F